1H-1,2,3,4-tetrazole-1-acetic acid N1(N=NN=C1)CC(=O)O